CN1CCN(CC1)C(=O)NC1=CC(=C(C=C1)C)C(N[C@H](C)C1=CC=CC2=CC=CC=C12)=O (R)-4-methyl-N-(4-methyl-3-((1-(naphthalen-1-yl)ethyl)carbamoyl)phenyl)piperazine-1-carboxamide